COC1=CC=C(C(=O)N2CC(CC2)(C(=O)OC)S)C=C1 methyl 1-(4-methoxybenzoyl)-3-sulfanylpyrrolidine-3-carboxylate